N1=C2C(=NC=C1)N=CC(=C2)[C@@H](CC(=O)O)N2N=CC1=CC(=CC=C21)OCCC2=NC=1NCCCC1C=C2 (R)-3-(pyrido[2,3-b]pyrazin-7-yl)-3-(5-(2-(5,6,7,8-tetrahydro-1,8-naphthyridin-2-yl)ethoxy)-1H-indazol-1-yl)propionic acid